OC[C@H]1NC(N(CC1)CC1=CC=C(C=C1)C(F)(F)F)=O (S)-4-(hydroxymethyl)-1-(4-(trifluoromethyl)benzyl)tetrahydropyrimidin-2(1H)-one